C(C)(C)C=1C=C(C=CC1)C12CN(CC2C1)C(=O)C1CC2(C1)NC(OC2)=O 2-(1-(3-Isopropylphenyl)-3-azabicyclo[3.1.0]hexane-3-carbonyl)-7-oxa-5-azaspiro[3.4]octan-6-one